(1R,4r)-4-((3'R,4'S,5'R)-6''-chloro-4'-(3-chloro-2-fluorophenyl)-2''-oxodispiro[cyclohexane-1,2'-pyrrolidine-3',3''-indoline]-5'-carboxamido)cyclohexane-1-carboxylic acid ClC1=CC=C2[C@@]3(C(NC2=C1)=O)C1(N[C@H]([C@@H]3C3=C(C(=CC=C3)Cl)F)C(=O)NC3CCC(CC3)C(=O)O)CCCCC1